N1C=CC=2C1=NC=C(C2)OC2=C(C(=O)NS(=O)(=O)C1=CC(=C(C=C1)NCC1CCOCC1)[N+](=O)[O-])C=CC(=C2)C2CCC(CC2)N2C(CCC2)C2=C(C=CC=C2)Cl 2-((1H-pyrrolo[2,3-b]pyridin-5-yl)oxy)-4-(4-(2-(2-chlorophenyl)pyrrolidin-1-yl)cyclohexyl)-N-((3-nitro-4-(((tetrahydro-2H-pyran-4-yl)methyl)amino)phenyl)sulfonyl)benzamide